Quinuclidinium [NH+]12CCC(CC1)CC2